(3-(chloroformyl)-2,4,6-triiodo-5-(2-methoxyacetamido)benzoylamino)propane ClC(=O)C=1C(=C(C(=O)NCCC)C(=C(C1I)NC(COC)=O)I)I